C1C[NH2+]C[C@H]1OC2=C(C=C(C=C2)C(=O)NC3=CC(=C(C=C3)O[C@H]4CC[NH2+]C4)C5=CC=C(C=C5)F)C6=CC(=C(C=C6)F)F.[Cl-].[Cl-] The molecule is the hydrochloride salt of 3',4'-difluoro-N-{4'-fluoro-6-[(3S)-pyrrolidin-3-yloxy][biphenyl]-3-yl}-6-[(3S)-pyrrolidin-3-yloxy][biphenyl]-3-carboxamide. It is a beta-catenin/BCL9 protein-protein interaction inhibitor (Ki = 2.1 muM). It has a role as a Wnt signalling inhibitor and an antineoplastic agent. It contains a 3',4'-difluoro-N-{4'-fluoro-6-[(3S)-pyrrolidin-3-yloxy][biphenyl]-3-yl}-6-[(3S)-pyrrolidin-3-yloxy][biphenyl]-3-carboxamide(2+).